NC1=NC=NN2C1=C(C=C2C=2C=C(C(=C(C(=O)N[C@@H]1CN(C[C@@H]1F)C(=O)C1CC(C1)(F)F)C2)F)F)C(F)(F)F 5-[4-amino-5-(trifluoromethyl)pyrrolo-[2,1-f][1,2,4]triazin-7-yl]-N-[(3R,4S)-1-(3,3-difluorocyclobutanecarbonyl)-4-fluoropyrrolidin-3-yl]-2,3-difluoro-benzamide